(3-D-glucopyranos-1-yl)-benzene OC1([C@H](O)[C@@H](O)[C@H](O)[C@H](O1)CO)C=1C=CC=CC1